(4-amino-7-fluoroimidazo[1,5-a]quinoxalin-8-yl)((3S,4aS,9bS)-3-fluoro-7-(trifluoromethoxy)-3,4,4a,9b-tetrahydrobenzofuro[3,2-b]pyridin-1(2H)-yl)methanone NC=1C=2N(C3=CC(=C(C=C3N1)F)C(=O)N1[C@@H]3[C@H](C[C@@H](C1)F)OC1=C3C=CC(=C1)OC(F)(F)F)C=NC2